2-(methylsulfanyl)-1-(2-(4-(quinoxalin-6-yl)-1H-imidazol-2-yl)piperidin-1-yl)propan-1-one CSC(C(=O)N1C(CCCC1)C=1NC=C(N1)C=1C=C2N=CC=NC2=CC1)C